1-hydroxy-3-dimethylaminobenzene OC1=CC(=CC=C1)N(C)C